C(C1=CC=CC=C1)NCC=1C=NC(=CC1Cl)Cl N-benzyl-1-(4,6-dichloropyridin-3-yl)methanamine